C(CCCC)C=1OC=CC1 2-PENTYLFURAN